(S)-2-((7-fluoro-1-methyl-6-(2-(methylamino)ethyl)-2-oxo-1,2,3,4,5,6-hexahydrobenzo[b][1,4]diazocin-3-yl)amino)-6-methyl-4-(trifluoromethyl)nicotinonitrile FC1=CC=CC=2N(C([C@H](CCN(C21)CCNC)NC2=C(C#N)C(=CC(=N2)C)C(F)(F)F)=O)C